COC1=CC=C(C=C1)C=1N=C(SC1)NC 4-(4-methoxyphenyl)-N-methylthiazol-2-amine